O.C(=O)[O-].[Co+2].C(=O)[O-] cobalt (II) formate hydrate